6-methanesulfonyl-1,3-benzothiazol CS(=O)(=O)C1=CC2=C(N=CS2)C=C1